CC1=NC(=CC=C1N1CCN(CC1)CC=1C=C2NC(C=3N(C2=C(C1)F)N=CC3)=O)C(=O)O 7-((4-(2-methyl-6-carboxypyridin-3-yl)piperazin-1-yl)methyl)-9-fluoropyrazolo[1,5-a]quinoxalin-4(5H)-one